FC1=CC=C(C=C1)C1=NC=C(C(=N1)C=1N=NN(C1)C)CNC(C=C)=O N-((2-(4-fluorophenyl)-4-(1-methyl-1H-1,2,3-triazol-4-yl)pyrimidin-5-yl)methyl)acrylamide